(4-((6,7-difluoro-5H-pyrido[3,2-b]indol-5-yl)methyl)benzyl)phosphonic acid FC1=C(C=CC=2C3=C(N(C12)CC1=CC=C(CP(O)(O)=O)C=C1)C=CC=N3)F